4-methoxypyridine 1-oxide COC1=CC=[N+](C=C1)[O-]